NC1=C(C#N)C=C(C(=C1I)Br)C(F)(F)F 2-amino-4-bromo-3-iodo-5-(trifluoromethyl)benzonitrile